5-bromopentyl ((4-pentylcyclohexyl)methyl) Carbonate C(OCCCCCBr)(OCC1CCC(CC1)CCCCC)=O